FC=1C=C(C(=NC1)OC)C(CO[Si](C(C)C)(C(C)C)C(C)C)N1N=CC(=C1)[N+](=O)[O-] [2-(5-fluoro-2-methoxy-3-pyridyl)-2-(4-nitropyrazol-1-yl)ethoxy]-triisopropyl-silane